N-(3,3-difluoro-1-phenylcyclobutyl)-5-[5-(trifluoromethyl)-1,2,4-oxadiazol-3-yl]pyrimidin-2-amine FC1(CC(C1)(C1=CC=CC=C1)NC1=NC=C(C=N1)C1=NOC(=N1)C(F)(F)F)F